ClC1=C(C=C(C=C1)F)[C@H]1C=2N(CC(N1)=O)C(=NC2NC(C2=CC(=CC(=C2)C(F)(F)F)F)=O)C2=NN=CN2 (S)-N-(8-(2-chloro-5-fluorophenyl)-6-oxo-3-(4H-1,2,4-triazol-3-yl)-5,6,7,8-tetrahydroimidazo[1,5-a]pyrazin-1-yl)-3-fluoro-5-(trifluoromethyl)benzamide